tert-butyl 2-[1-[1-[(3S)-2,6-dioxo-3-piperidyl]indolin-4-yl]-4-piperidyl]acetate O=C1NC(CC[C@@H]1N1CCC2=C(C=CC=C12)N1CCC(CC1)CC(=O)OC(C)(C)C)=O